C1(=CC=CC=C1)COC=1C=C(OC[C@@H](CNCCOC2=C(C=CC=C2OC)C(=C)C(CC(C=CC2=CC(=C(C=C2)O)OC)=O)=O)O)C=CC1OCCC1=CC=CC=C1 2-(2-(2-(((R)-3-(3-(phenylmethoxy)-4-phenylethoxyphenoxy)-2-hydroxypropyl)amino)ethoxy)-3-methoxyphenyl)-7-(4-hydroxy-3-methoxyphenyl)heptan-1,6-diene-3,5-dione